O1CCC2=C1C=C(C=C2)N2CC=1C(=NC=CC1C2=O)C2=C(C=C(C=C2)F)OCC(F)(F)F 2-(2,3-dihydro-1-benzofuran-6-yl)-4-[4-fluoro-2-(2,2,2-trifluoroethoxy)phenyl]-2,3-dihydro-1H-pyrrolo[3,4-c]pyridin-1-one